(S)-2-(4-amino-1,3-dioxoisoindolin-2-yl)-4,4-dimethylpentanoic acid NC1=C2C(N(C(C2=CC=C1)=O)[C@H](C(=O)O)CC(C)(C)C)=O